7-[(4-methoxyphenyl)methyl]-6,8-dihydro-5H-imidazo[1,5-a]pyrazine COC1=CC=C(C=C1)CN1CC=2N(CC1)C=NC2